4-[cis-(4-aminocyclohexyl)amino]-N'-(2-chloro-5-fluoro-phenyl)-6-(6-methoxy-4-methyl-3-pyridyl)pyrrolo[1,2-b]pyridazine-3-carboxamidine N[C@H]1CC[C@H](CC1)NC=1C=2N(N=CC1C(=NC1=C(C=CC(=C1)F)Cl)N)C=C(C2)C=2C=NC(=CC2C)OC